1-(4-(1-methyl-4-(trifluoromethyl)-1H-imidazol-2-yl)phenyl)ethan-1-one CN1C(=NC(=C1)C(F)(F)F)C1=CC=C(C=C1)C(C)=O